N-[6-chloro-1-[1-(2-hydroxyethyl)triazol-4-yl]-3-(1H-pyrazol-4-yl)indol-4-yl]acetamide ClC1=CC(=C2C(=CN(C2=C1)C=1N=NN(C1)CCO)C=1C=NNC1)NC(C)=O